COC1=C(C=CC=C1)N1CCN(CC1)CCCCN 4-(4-(2-Methoxyphenyl)piperazin-1-yl)butan-1-amine